5-(bis(benzyloxy)phosphoryl)pentanoic acid C(C1=CC=CC=C1)OP(=O)(OCC1=CC=CC=C1)CCCCC(=O)O